cis-benzyl 3-[4-[4-[(2,6-dioxo-3-piperidyl)amino]phenyl]-1-piperidyl]-cyclobutanecarboxylate O=C1NC(CCC1NC1=CC=C(C=C1)C1CCN(CC1)[C@H]1C[C@H](C1)C(=O)OCC1=CC=CC=C1)=O